C1(=CC=CC=C1)N1C(NC2=CC=CC=C2C1=O)=S 3-phenyl-2-thioxo-2,3-dihydroquinazolin-4(1H)-one